4-chloro-2-(1-methyl-1H-imidazol-2-yl)-5-(pyridin-2-yl)-6-(pyridin-3-yl)pyrrolo[2,1-f][1,2,4]triazine ClC1=NC(=NN2C1=C(C(=C2)C=2C=NC=CC2)C2=NC=CC=C2)C=2N(C=CN2)C